BrC1=C(C2=C(N=CN=C2N)N1CC=1C=NN(C1)C1=C(C=C(C=C1)F)F)C=1C=NC(=NC1)C(F)(F)F 6-Bromo-7-{[1-(2,4-difluorophenyl)-1H-pyrazol-4-yl]methyl}-5-[2-(trifluoromethyl)pyrimidin-5-yl]-7H-pyrrolo[2,3-d]pyrimidin-4-amine